CS(=O)(=O)C1=CC=C(C=C1)N1CC(NC(C1)C)C 4-methanesulfonylphenyl-3,5-dimethylpiperazine